4-(4-Fluorophenyl)-2-methoxy-6-(4-methoxyphenyl)pyridine-3-carbonitrile FC1=CC=C(C=C1)C1=C(C(=NC(=C1)C1=CC=C(C=C1)OC)OC)C#N